COC(=O)C12CC(C1)(C2)C(C)(C)F methyl-3-(1-fluoro-1-methyl-ethyl)bicyclo[1.1.1]pentane-1-carboxylate